4-(5-{[(5-chlorothiophen-2-yl)methyl]sulfanyl}-1H-pyrazol-3-yl)-1-(pyrrolidine-1-sulfonyl)piperidin-3-one ClC1=CC=C(S1)CSC1=CC(=NN1)C1C(CN(CC1)S(=O)(=O)N1CCCC1)=O